OC1=NN=C(C2=CC(=C(C=C12)NC)C(=O)N1CCOCC1)C (1-Hydroxy-4-methyl-7-(methylamino)phthalazin-6-yl)(morpholino)methanone